FC=1C(=NC=C(C(=O)O)C1)SC 5-Fluoro-6-(methylthio)nicotinic acid